(-)-(E)-4-methyl-3-decen-5-ol C\C(=C/CC)\C(CCCCC)O